CC1=CC=CC(=N1)C1=C(N=CN1)C=1C=C2C=C(C=NC2=CC1)C(=O)OCCN1CC2(C1)CNC2 2-(2,6-diazaspiro[3.3]heptan-2-yl)ethyl 6-(5-(6-methylpyridin-2-yl)-1H-imidazol-4-yl)quinoline-3-carboxylate